4-(4-aminophenyl)-5-((5-nitrothiazol-2-yl)thio)-2,4-dihydro-3H-1,2,4-triazol-3-one NC1=CC=C(C=C1)N1C(NN=C1SC=1SC(=CN1)[N+](=O)[O-])=O